C1(=CC=C(C=C1)/C=C/C(=O)N(CC1OCCC1)C1=NC=CC=C1)C (E)-3-(p-tolyl)-N-(2-pyridinyl)-N-(tetrahydrofuran-2-ylmethyl)prop-2-enamide